2-amino-6-borono-2-(3-(4-(3-(trifluoromethyl)benzyl)piperazin-1-yl)propyl)hexanoic acid NC(C(=O)O)(CCCCB(O)O)CCCN1CCN(CC1)CC1=CC(=CC=C1)C(F)(F)F